NC(C)C1=CC=C(C=N1)N1C[C@@H](CCC1)NC(OC(C)(C)C)=O tert-butyl N-[(3R)-1-[6-(1-aminoethyl)-3-pyridyl]-3-piperidyl]carbamate